(2,6-dibromopyridin-4-yl)(4-methylpiperidin-1-yl)methanone BrC1=NC(=CC(=C1)C(=O)N1CCC(CC1)C)Br